ClC=1C(N(C(=C(C1)N1N=CC=C1C(F)(F)F)C1=CC=C(C=C1)F)CC)=O 3-chloro-1-ethyl-6-(4-fluorophenyl)-5-(5-(trifluoromethyl)-1H-pyrazol-1-yl)pyridine-2(1H)-one